BrC1=C(SC=C1)C(=O)N[C@H](C(=O)NC=1C(N(C=CC1)CC(=O)NC1C2CC3CC(CC1C3)C2)=O)CCC(C(=O)NC)=O (S)-2-(3-Bromothiophen-2-carboxamido)-N1-(1-(2-(2-adamantylamino)-2-oxoethyl)-2-oxo-1,2-dihydropyridin-3-yl)-N6-methyl-5-oxohexandiamid